1-(4-(2-((2R,5R)-2,5-dimethylpyrrolidin-1-yl)-4-(trifluoromethyl)benzyl)piperazine-1-carbonyl)-1H-pyrazole-3-carboxylic acid C[C@H]1N([C@@H](CC1)C)C1=C(CN2CCN(CC2)C(=O)N2N=C(C=C2)C(=O)O)C=CC(=C1)C(F)(F)F